(2E)-3-(pyrimidin-2-yl)prop-2-enoic acid tert-butyl ester C(C)(C)(C)OC(\C=C\C1=NC=CC=N1)=O